C1(CC1)C=1C(=NC=C(C1)C)OCC(C(=O)N[C@H]1CN(CC1)C)(C)C (R)-3-((3-cyclopropyl-5-methylpyridin-2-yl)oxy)-2,2-dimethyl-N-(1-methylpyrrolidin-3-yl)propanamide